N-(4-Cyano-2-methylbenzyl)-6-((1-(cyclopropylsulfonyl)cyclopropyl)methyl)-1-methyl-7-oxo-4,5,6,7-tetrahydro-1H-pyrazolo[3,4-c]pyridine-3-carboxamide C(#N)C1=CC(=C(CNC(=O)C2=NN(C=3C(N(CCC32)CC3(CC3)S(=O)(=O)C3CC3)=O)C)C=C1)C